C(C1=CC=CC=C1)OC1=CC(=C(C(=O)O)C=C1OCC1=CC=CC=C1)C(F)(F)F 4,5-bis(benzyloxy)-2-(trifluoromethyl)benzoic acid